C(C)(C)N1N=CC=2C(=CC(=CC12)C=1C=NC(=CC1)N1CCNCC1)C(=O)NCC=1C(NC(=CC1CCC)C)=O 1-isopropyl-N-((6-methyl-2-oxo-4-propyl-1,2-dihydropyridin-3-yl)methyl)-6-(6-(Piperazin-1-yl)pyridin-3-yl)-1H-indazole-4-carboxamide